[C].[Sn]=S tin sulfide carbon